C[C@@H]1C(N(C=2C(NC(NC2N1C[C@@H]([C@@H]([C@@H](CO)O)O)O)=O)=O)CC(C)=O)=O (R)-7-Methyl-5-(2-oxopropyl)-8-[(2S,3S,4R)-2,3,4,5-tetrahydroxypentyl]-1,5,7,8-tetrahydropteridine-2,4,6(3H)-trione